3-(4-cyano-2-methylphenoxy)-N-(3-methanesulfonylphenyl)-5-methyl-6-(trifluoromethyl)pyridazine-4-carboxamide C(#N)C1=CC(=C(OC=2N=NC(=C(C2C(=O)NC2=CC(=CC=C2)S(=O)(=O)C)C)C(F)(F)F)C=C1)C